1-[1-(4-chlorophenyl)-5-oxopyrrolidin-3-yl]-3-(6-methylpyridin-2-yl)urea ClC1=CC=C(C=C1)N1CC(CC1=O)NC(=O)NC1=NC(=CC=C1)C